2-(7-((2S,5R)-2,5-diethyl-4-(1-(thiazolo[5,4-b]pyridin-5-yl)ethyl)piperazin-1-yl)-4-methyl-5-oxo-4,5-dihydro-2H-pyrazolo[4,3-d]pyrimidin-2-yl)acetonitrile C(C)[C@@H]1N(C[C@H](N(C1)C(C)C1=CC=C2C(=N1)SC=N2)CC)C=2C=1C(N(C(N2)=O)C)=CN(N1)CC#N